C(C)N1C2=NC(=NC(=C2N=C1C1=CC=NC=C1)N1CCCCC1)N/N=C/C1=CC(=CC=C1)C (E)-9-ethyl-2-(2-(3-methylbenzylidene)hydrazinyl)-6-(piperidin-1-yl)-8-(pyridin-4-yl)-9H-purine